C1=C2C(C3=C(NC2=CC=C1)C1=CC=CC=C1N3)=O 5,10-dihydro-11H-indolo[3,2-b]quinolin-11-one